(1-methoxycyclobutyl)-4,8-dimethyl-2-((1-(3,4,5-trifluorobenzoyl)azetidin-3-yl)amino)-7,8-dihydropteridin-6(5H)-one COC1(CCC1)N1C=2C(=NC(=NC2N(CC1=O)C)NC1CN(C1)C(C1=CC(=C(C(=C1)F)F)F)=O)C